4-(perylene-3-yl)pyridine ethyl-2-(cyclopropylformyl)-3-oxo-butyrate C(C)OC(C(C(C)=O)C(=O)C1CC1)=O.C1=CC(=C2C=CC=C3C4=CC=CC5=CC=CC(C1=C23)=C45)C4=CC=NC=C4